CC1(OB(OC1(C)C)C=1C=CC(=NC1)N)C 5-(4,4,5,5-tetramethyl-1,3,2-dioxaborolan-2-yl)-2-pyridinylamine